CC1(N=C(OC1)C=1C=C(C(=O)Cl)C=CC1)C 3-(4,4-dimethyl-4,5-dihydrooxazol-2-yl)benzoyl chloride